(1S,2R)-N-(8-((ethyl-1,1-d2)amino)-5-(6-morpholino-[1,2,4]triazolo[1,5-a]pyridine-2-yl)-2,7-naphthyridin-3-yl)-2-methylcyclopropane-1-carboxamide C(C)([2H])([2H])NC=1N=CC(=C2C=C(N=CC12)NC(=O)[C@@H]1[C@@H](C1)C)C1=NN2C(C=CC(=C2)N2CCOCC2)=N1